C(C=C)(=O)O.C1(=CC=CC2=CC=CC=C12)C(=O)OCC ethyl naphthalate acrylate